3-(((7-(2-aminopyrimidin-4-yl)-2,3-dihydrofuro[3,2-c]pyridin-4-yl)amino)methyl)-N-(3-isopropoxypropyl)benzamide NC1=NC=CC(=N1)C=1C2=C(C(=NC1)NCC=1C=C(C(=O)NCCCOC(C)C)C=CC1)CCO2